Br.BrC=1NC(=CN1)C(F)(F)F 2-bromo-5-(trifluoromethyl)-1H-imidazole hydrobromide